FC=1C(=NC(=NC1)N1CCNCC1)C=1OC(=NN1)C 2-(5-fluoro-2-(piperazin-1-yl)pyrimidin-4-yl)-5-methyl-1,3,4-oxadiazole